CC1OCCC1 methyloxolan